ClC=1C=C(C=CC1)C1=C(NC=2C1=NC=CC2)C2=C(C=NC=C2)O[C@H]2CN(CC2)C(C=C)=O 1-[(3R)-3-({4-[3-(3-chlorophenyl)-1H-pyrrolo[3,2-b]pyridin-2-yl]pyridin-3-yl}oxy)pyrrolidin-1-yl]prop-2-en-1-one